CNC(C1=NC=C(C=C1)N1CCC(CC1)N1C2CC(C1)(C2)C2=NC=1CCCCC1C(N2)=O)=O N-methyl-5-(4-(4-(4-oxo-3,4,5,6,7,8-hexahydroquinazolin-2-yl)-2-azabicyclo[2.1.1]hexan-2-yl)piperidin-1-yl)picolinamide